4-Carbamoyl-4-{4-[4-(1-cyclopropylmethyl-piperidin-4-ylmethyl)-benzyloxy]-1-oxo-1,3-dihydro-isoindol-2-yl}-butyric acid methyl ester COC(CCC(N1C(C2=CC=CC(=C2C1)OCC1=CC=C(C=C1)CC1CCN(CC1)CC1CC1)=O)C(N)=O)=O